7-bromo-3-(tetrahydro-2H-pyran-2-yl)-3H-imidazo[4,5-b]Pyridine BrC1=C2C(=NC=C1)N(C=N2)C2OCCCC2